(5-(3,5-difluorophenyl)-4,5-dihydro-1H-pyrazol-1-yl)(1-(4-(2-methyl-5-((tetrahydro-2H-pyran-4-yl)methoxy)phenyl)pyridin-2-yl)piperidin-4-yl)methanone FC=1C=C(C=C(C1)F)C1CC=NN1C(=O)C1CCN(CC1)C1=NC=CC(=C1)C1=C(C=CC(=C1)OCC1CCOCC1)C